2-(2-(2-(3-(2-hydroxyprop-2-yl)-5-sulfamoylphenethyloxy)-pyridin-4-yl)-6-isopropylphenyl)acetic acid OC(C)(C)C=1C=C(CCOC2=NC=CC(=C2)C2=C(C(=CC=C2)C(C)C)CC(=O)O)C=C(C1)S(N)(=O)=O